C1(CCCCC1)CO[N+]1=CC=CC=C1 1-cyclohexylmethyloxypyridinium